6-fluoro-2,3,5,10-tetrahydrobenzo[d]pyrazolo[1,2-a][1,2]diazepin-11(1H)-one FC1=CC=CC2=C1CN1N(C(C2)=O)CCC1